C1(CCCC1)N(C(=O)OC(CCCCC)OCCC)C=1C=C(C2=C(N=C(N=C2)NC2=CC=C(C=C2)N2CCN(CC2)C)N1)C#C propoxyhexanol cyclopentyl-(5-ethynyl-2-((4-(4-methylpiperazin-1-yl)phenyl)amino)pyrido[2,3-d]pyrimidin-7-yl)carbamate